6-(4-(4-Benzylpiperazin-1-yl)butoxy)-3-methylquinazolin-4(3H)-one C(C1=CC=CC=C1)N1CCN(CC1)CCCCOC=1C=C2C(N(C=NC2=CC1)C)=O